Methyl 4-[1-[[4-[2-(3-trifluoromethylphenoxy)ethyl-methyl-amino]tetrahydropyran-4-carbonyl]amino]cyclopropyl]benzoate FC(C=1C=C(OCCN(C2(CCOCC2)C(=O)NC2(CC2)C2=CC=C(C(=O)OC)C=C2)C)C=CC1)(F)F